4-(6-Hydroxy-1-(4-(4-isopropylpiperazin-1-yl)phenyl)-3,4-dihydronaphthalen-2-yl)phenyl trifluoromethanesulfonate FC(S(=O)(=O)OC1=CC=C(C=C1)C1=C(C2=CC=C(C=C2CC1)O)C1=CC=C(C=C1)N1CCN(CC1)C(C)C)(F)F